C(CCC)C1=NNC=N1 3-n-butyl-1,2,4-triazole